C(C)(C)(C)OC(=O)NCC(=O)N[C@@H](CC1=CC=CC=C1)C(=O)O (t-butoxycarbonyl)glycyl-L-phenylalanine